N-((1S,3R,5S)-adamantan-1-yl)-2-(((Z)-4-amino-2-fluorobut-2-en-1-yl)sulfonyl)benzamide C12(CC3CC(CC(C1)C3)C2)NC(C2=C(C=CC=C2)S(=O)(=O)C/C(=C/CN)/F)=O